FC(CNC(=O)N1CC(C1)(CNC1=CC(=NC=2N1N=C(C2)C(F)(F)F)C([2H])([2H])[2H])C2=CC=C(C=C2)F)F N-(2,2-difluoroethyl)-3-(4-fluorophenyl)-3-(((5-(methyl-d3)-2-(trifluoromethyl)pyrazolo[1,5-a]pyrimidin-7-yl)amino)methyl)azetidine-1-carboxamide